1-(4-bromophenyl)-3,4-diphenylpyrrole-2,5-dione BrC1=CC=C(C=C1)N1C(C(=C(C1=O)C1=CC=CC=C1)C1=CC=CC=C1)=O